C(CCC=C)C1CCC(=O)O1 γ-(4-pentenyl)-γ-butyrolactone